2-(((3,5-Dichloropyridin-4-yl)methyl)thio)pyrrolo[2,1-f][1,2,4]triazine ClC=1C=NC=C(C1CSC1=NN2C(C=N1)=CC=C2)Cl